2-phenyl-1,3-dioxane-5-ol C1(=CC=CC=C1)C1OCC(CO1)O